4-(4-(4-(3,3-dimethylbutyryl)piperazin-1-yl)phenyl)-6-(1-methyl-1H-pyrazol-4-yl)pyrazolo[1,5-a]pyridine-3-carbonitrile CC(CC(=O)N1CCN(CC1)C1=CC=C(C=C1)C=1C=2N(C=C(C1)C=1C=NN(C1)C)N=CC2C#N)(C)C